FC(OC1=CC=C(C=C1)C=1C=CC(N(N1)CC=1SC(=NN1)C)=O)F 6-(4-(difluoromethoxy)phenyl)-2-((5-methyl-1,3,4-thiadiazol-2-yl)methyl)pyridazin-3(2H)-one